O1CCN(CC1)C1=CC=2N(C=C1)C(=CN2)C(=O)OCC ethyl 7-morpholinoimidazo[1,2-a]pyridine-3-carboxylate